4-(5-(2-Amino-2-oxoethyl)octahydropentalen-2-yl)-N-(3-chloro-4-fluorophenyl)-1-methyl-1H-imidazole-5-carboxamide NC(CC1CC2CC(CC2C1)C=1N=CN(C1C(=O)NC1=CC(=C(C=C1)F)Cl)C)=O